8-(3-chloro-5-(4-(1-methyl-1H-pyrazol-4-yl)phenyl)pyridin-4-yl)-2,8-diazaspiro[4.5]decan-1-one ClC=1C=NC=C(C1N1CCC2(CCNC2=O)CC1)C1=CC=C(C=C1)C=1C=NN(C1)C